C(C)OC(=O)C=1C=NN(C1[C@H](C)OC)C1=CC=NC=C1 5-[(1S)-1-methoxyethyl]-1-(pyridin-4-yl)-1H-pyrazole-4-carboxylic acid ethyl ester